6-fluoro-3-({2-fluoro-3-[(methylsulfamoyl)amino]phenyl}methyl)-7-(pyridazin-3-yloxy)-2,3-dihydrospiro[1,3-benzoxazine-4,3'-oxetan]-2-one FC=1C(=CC2=C(C1)C1(COC1)N(C(O2)=O)CC2=C(C(=CC=C2)NS(NC)(=O)=O)F)OC=2N=NC=CC2